9-allyl-9H-purine C(C=C)N1C2=NC=NC=C2N=C1